1-(5-((5-chloro-4-(5-methyl-[1,1'-biphenyl]-3-yl)pyrimidin-2-yl)amino)pyridin-3-yl)pyrrolidin-2-one ClC=1C(=NC(=NC1)NC=1C=C(C=NC1)N1C(CCC1)=O)C=1C=C(C=C(C1)C)C1=CC=CC=C1